7-bromo-2-(2,2,2-trifluoroethyl)benzoxazole BrC1=CC=CC=2N=C(OC21)CC(F)(F)F